C1(=CC(=CC=C1)CC1C2(CCC(N2)=O)CCCN1C(=O)OC(C)(C)C)C1=CC=CC=C1 tert-butyl 6-({[1,1'-biphenyl]-3-yl}methyl)-2-oxo-1,7-diazaspiro[4.5]decane-7-carboxylate